aluminum titanium silane [SiH4].[Ti].[Al]